COC1=C(C=C(C=C1)OC)C1OC(=C(C1=O)O)N 2-(2,5-dimethoxyphenyl)-5-amino-4-hydroxy-3(2H)-furanone